[Si](C1=CC=CC=C1)(C1=CC=CC=C1)(C(C)(C)C)O[C@H]1CO[C@H]2[C@@H]1OC[C@H]2O (3R,3aR,6S,6aS)-6-[tert-butyl(diphenyl)silyl]oxy-2,3,3a,5,6,6a-hexahydrofuro[3,2-b]furan-3-ol